N-(3-Cyano-4-methyl-1H-indol-7-yl)-1,3-dimethyl-pyrazol-4-sulfonamid C(#N)C1=CNC2=C(C=CC(=C12)C)NS(=O)(=O)C=1C(=NN(C1)C)C